(±)-trans-5-(4-(4-(((isopentyl-(methyl)carbamoyl)oxy)methyl)-3-methylisoxazol-5-yl)phenoxy)tetrahydro-2H-pyran-3-carboxylic acid C(CC(C)C)N(C(=O)OCC=1C(=NOC1C1=CC=C(O[C@H]2C[C@@H](COC2)C(=O)O)C=C1)C)C |r|